3',6'-dihydroxy-1-oxospiro[2-benzofuran-3,9'-xanthene]-5-carboxylic acid OC=1C=CC=2C3(C4=CC=C(C=C4OC2C1)O)OC(C1=C3C=C(C=C1)C(=O)O)=O